C(C)[C@H]1N(C[C@@H](N(C1)C=1C=2N=C(N(C2NC(N1)=O)C[C@H]1OCCC1)C)C)C(C)C1=CC=C(C=C1)C(F)(F)F 6-((2S,5R)-5-ethyl-2-methyl-4-(1-(4-(trifluoromethyl)phenyl)ethyl)piperazin-1-yl)-8-methyl-9-(((S)-tetrahydrofuran-2-yl)methyl)-3,9-dihydro-2H-purin-2-one